2-acryloylthiomethylthio-5-isopropylthio-1,3,4-thiadiazole C(C=C)(=O)SCSC=1SC(=NN1)SC(C)C